(5'S,7a'R)-1-(4-chloropyrazolo[1,5-a]pyridin-7-yl)-5'-phenyltetrahydro-3'H-spiro[piperidine-4,2'-pyrrolo[2,1-b][1,3]oxazol]-3'-one ClC=1C=2N(C(=CC1)N1CCC3(C(N4[C@H](O3)CC[C@H]4C4=CC=CC=C4)=O)CC1)N=CC2